OC=1C(=C(C2=CC=CC=C2C1)C(=O)O)O.C(C1=CC=CC=C1)N1CCC(CC1)CC1C(C2=CC(=C(C=C2C1)OC)OC)=O 1-benzyl-4-[(5,6-dimethoxyindanone-2-yl)methyl]piperidine bishydroxynaphthoate